N1N=CC(=C1)CCN(C1=NC(=NC(=C1C)C)C(=O)OC)CCC1=CC=CC=C1 methyl 4-((2-(1H-pyrazol-4-yl)ethyl)(phenethyl)amino)-5,6-dimethylpyrimidine-2-carboxylate